C(#N)C=1N(N=C2C=CC(=CC12)C(F)(F)F)[C@H]1C=C(C(=O)O)O[C@H]([C@@H]1NC(C(C)C)=O)[C@H](O)[C@H](O)CO 2,6-Anhydro-4-(3-cyano-5-trifluoromethyl-2H-indazol-2-yl)-3,4,5-trideoxy-5-isobutyramido-D-glycero-D-galacto-non-2-enonic acid